(S)-9-(2-Cyclopropyl-2-fluoroethyl)-3-fluoro-2-((R)-3-methyl-morpholin-4-yl)-8-trifluoromethyl-6,7,8,9-tetrahydropyrimido-[1,2-a]pyrimidin-4-one C1(CC1)C(CN1[C@@H](CCN2C1=NC(=C(C2=O)F)N2[C@@H](COCC2)C)C(F)(F)F)F